3-fluoro-N-((2-fluorobenzyl)(methyl)(oxo)-λ6-sulfaneylidene)-4-(5-(trifluoromethyl)-1,2,4-oxadiazol-3-yl)benzamide FC=1C=C(C(=O)N=S(=O)(C)CC2=C(C=CC=C2)F)C=CC1C1=NOC(=N1)C(F)(F)F